COC=1C=C(C=C(C1)OC)C1=NC2=C(N1C1CC(C1)C(NC)=O)C=C(C=C2)C(=O)NCCCN(C)C 2-(3,5-dimethoxyphenyl)-N-(3-(dimethylamino)propyl)-1-((1r,3s)-3-(methylcarbamoyl)cyclobutyl)-1H-benzo[d]imidazole-6-carboxamide